Cl.NCC1(CC2=CC=CC=C2C1)C(=O)O 2-aminomethyl-indan-2-carboxylic acid hydrochloride